ClC1=CC(=C(C=N1)C(=O)OC)N[N+](=O)[O-] methyl 6-chloro-4-(nitroamino)pyridine-3-carboxylate